C(C)N(CC)C[Si](OC)(OC)OC (N,N-diethylaminomethyl)trimethoxysilane